2-((1,6-Dimethyl-1,3-dihydroisobenzofuran-5-yl)ethynyl)-N-(4,5-dimethylisoxazol-3-yl)pyridine-3-sulfonamide CC1OCC2=CC(=C(C=C12)C)C#CC1=NC=CC=C1S(=O)(=O)NC1=NOC(=C1C)C